(S)-8-(3-methylimidazo[1,2-a]pyridin-6-yl)-7-(oxazol-2-yl)-2-((tetrahydrofuran-2-yl)methyl)-[1,2,4]triazolo[1,5-c]pyrimidin-5-amine CC1=CN=C2N1C=C(C=C2)C=2C=1N(C(=NC2C=2OC=CN2)N)N=C(N1)C[C@H]1OCCC1